tert-butyl (3R)-3-[tert-butoxycarbonyl-(8-isopropyl-2-methylsulfanyl-pyrazolo[1,5-a][1,3,5]triazin-4-yl)amino]-1,2,3,4-tetrahydrocarbazole-9-carboxylate C(C)(C)(C)OC(=O)N([C@@H]1CCC=2N(C3=CC=CC=C3C2C1)C(=O)OC(C)(C)C)C1=NC(=NC=2N1N=CC2C(C)C)SC